(S)-1-(1-naphthyl)ethane-1-amine C1(=CC=CC2=CC=CC=C12)[C@H](C)N